COC1=CC=C(C=C1)NC2=CC3=CC=CC=C3C=C2 N-(4-methoxyphenyl)naphthalen-2-amine